COC1=CC=C(CN(S(=O)(=O)C=2C=C(C(=NC2)OC2=CC=C(C=C2)C(F)(F)F)B(O)O)C)C=C1 (5-(N-(4-methoxybenzyl)-N-methylsulfamoyl)-2-(4-(trifluoromethyl)phenoxy)pyridin-3-yl)boronic acid